N(=[N+]=[N-])CC1=CC=C(C=C1)Cl 4-(azidomethyl)-1-chlorobenzene